N1N=CC(=C1)C1=CC=C(C=C1)NC1=NC(=NC=C1)N1CC(NCC1)C N-(4-(1H-pyrazol-4-yl)phenyl)-2-(3-methylpiperazin-1-yl)pyrimidin-4-amine